o-methoxytyrosine COC1=C(C[C@H](N)C(=O)O)C=CC(=C1)O